N-{[(2RS)-4,4-dimethyltetrahydrofuran-2-yl]methyl}-2-{[(2S)-1,4-dioxan-2-yl]methyl}-8-(trifluoromethyl)-2H-furo[2,3-g]indazole-7-carboxamide CC1(C[C@@H](OC1)CNC(=O)C1=C(C2=C(C=CC3=CN(N=C23)C[C@@H]2OCCOC2)O1)C(F)(F)F)C |&1:3|